FC(C=1C=CC(=NC1)NC1CCN(CC1)S(=O)(=O)C1=CC=C(C=C1)C=1C=C2C=NNC(C2=CC1)=O)(F)F 6-(4-((4-((5-(trifluoromethyl)pyridin-2-yl)amino)piperidin-1-yl)sulfonyl)phenyl)phthalazin-1(2H)-one